ClC=1C(=C(C=CC1)NC1=NC=NC2=CC=C(C=C12)C1(CN(CC1)C(=O)OC(C)(C)C)O)F tert-Butyl 3-(4-((3-chloro-2-fluorophenyl)amino)quinazolin-6-yl)-3-hydroxypyrrolidine-1-carboxylate